(R)-N-(5-(5-acetamido-1H-pyrazol-1-yl)-1,3,4-thiadiazol-2-yl)-3-(2-(benzyloxy)propoxy)-4-(2,6-dimethoxyphenyl)-2-oxo-2H-pyran-6-carboxamide C(C)(=O)NC1=CC=NN1C1=NN=C(S1)NC(=O)C1=CC(=C(C(O1)=O)OC[C@@H](C)OCC1=CC=CC=C1)C1=C(C=CC=C1OC)OC